F[C@H]1CNCC[C@H]1NC=1C=2N(C=CN1)C(=C(C2)C#CCNC=2C=C(C(=O)NC)C=CC2OC([2H])([2H])[2H])SC(F)(F)F 3-[3-[1-[[(3S,4R)-3-fluoro-4-piperidyl]amino]-6-(trifluoromethylsulfanyl)pyrrolo[1,2-a]pyrazin-7-yl]prop-2-ynylamino]-N-methyl-4-(trideuteriomethoxy)benzamide